N[C@H](C(=O)O)CC1=CC=C(C=C1)C1=CC=C2CC(NC2=C1)=O (S)-2-amino-3-(4-(2-oxoindolin-6-yl)phenyl)propanoic acid